C(#N)C=1C=C(C=C(C1N[C@H](CCN(C)C)CCC1=CC=CC=C1)F)S(=O)(=O)NC(=O)C1(CCCCC1)F (S)-N-((3-cyano-4-((1-(dimethylamino)-5-phenylpentan-3-yl)amino)-5-fluorophenyl)sulfonyl)-1-fluorocyclohexane-1-carboxamide